CC=1C=CC=2N(C3=CC=C(C=C3C2C1)C)C1=C(C=C(C=C1N1C2=CC=CC=C2C=2C=CC=CC12)C1=NC(=NC(=N1)C1=CC=CC=C1)C1=CC=CC=C1)N1C2=CC=CC=C2C=2C=CC=CC12 9,9'-(2-(3,6-dimethyl-9H-carbazol-9-yl)-5-(4,6-diphenyl-1,3,5-triazin-2-yl)-1,3-phenylene)bis(9H-carbazole)